5,5-difluoro-5-(2-methoxypyridin-4-yl)valeronitrile FC(CCCC#N)(C1=CC(=NC=C1)OC)F